4-(2-chloro-3-methoxypropoxy-4-methylsulfonyl-benzoyl)-1,3-dimethyl-5-hydroxypyrazole ClC(COC1=C(C(=O)C=2C(=NN(C2O)C)C)C=CC(=C1)S(=O)(=O)C)COC